tert-Butyl N-[3-cyano-4-[3-[[(2S)-5,5-difluoro-1-methyl-2-piperidyl]methoxy]-5-fluoro-7,9-dihydrofuro[3,4-f]quinazolin-6-yl]-7-fluoro-thieno[3,2-c]pyridin-2-yl]carbamate C(#N)C1=C(SC2=C1C(=NC=C2F)C=2C1=C(C=3C=NC(=NC3C2F)OC[C@H]2N(CC(CC2)(F)F)C)COC1)NC(OC(C)(C)C)=O